C(=O)O.CN(C=1N=C2N(C=CC=C2O)C1)C 2-(dimethylamino)imidazo[1,2-a]pyridin-8-ol formate salt